CC(C1=CC=CC=C1)(C1=CC=CC=C1)C dimethyldiphenyl-methane